2-pyridin-2-yl-5-pyrrolidin-1-yl-4,5,6,7-tetrahydro-2H-indazol-3-ol N1=C(C=CC=C1)N1N=C2CCC(CC2=C1O)N1CCCC1